C(C)(=O)N1C(CNCC1)(C)C 4-acetyl-3,3-dimethylpiperazin